OC[C@@H]1C(NC2=CC(=CC=C2N1)C(F)(F)F)=O (R)-3-(hydroxymethyl)-7-(trifluoromethyl)-3,4-dihydroquinoxalin-2(1H)-one